C12C(CC(CC1)C2)OS(=O)(=O)C(C(F)F)(F)F (bicyclo[2.2.1]heptan-2-yl)-1,1,2,2-tetrafluoroethanesulfonate